CC1(C(=C(C(=C1)C)C)C)[Ti](N(CC)CC)(N(CC)CC)N(CC)CC (1,2,3,4-tetramethylcyclopentadienyl)tris(diethylamino)titanium